CN(C1=CC(=CC2=CC=CC=C12)C=1C=C(C=CC1)NC1=NC=NC2=CC(=C(C=C12)OCCOC)OCCOC)C N-(3-(4-(dimethylamino)naphthalen-2-yl)phenyl)-6,7-bis(2-methoxyethoxy)quinazolin-4-amine